C(C1=CC=CC=C1)OC1=CC=C2C(=C(OCC2=C1)C1=CC=CC=C1)C1=C(C=C(C=C1)N1CCC(CC1)C(OC)OC)F 1-(4-(7-(benzyloxy)-3-phenyl-1H-isochromen-4-yl)-3-fluorophenyl)-4-(dimethoxymethyl)piperidine